BrC1=NC=CC(=C1)C(=O)NC1CC2(C1)CC(C2)C=2OC1=C(N2)C=C(C=C1)Cl 2-bromo-N-[6-(5-chloro-1,3-benzooxazol-2-yl)spiro[3.3]Heptane-2-yl]Pyridine-4-carboxamide